6-Chloropyridazin-4-ol ClC1=CC(=CN=N1)O